4-bromo-2-(6-azaspiro[2.5]octane-6-yl)benzoate BrC1=CC(=C(C(=O)[O-])C=C1)N1CCC2(CC2)CC1